(Z)-N-methyl-N-(2-((2-(methyl-(nonyl)amino)ethyl)disulfanyl)ethyl)octadec-9-en-1-amine CN(CCCCCCCC\C=C/CCCCCCCC)CCSSCCN(CCCCCCCCC)C